Bistriphenylphosphonium palladium dichloride [Pd](Cl)Cl.C1(=CC=CC=C1)[PH+](C1=CC=CC=C1)C1=CC=CC=C1.C1(=CC=CC=C1)[PH+](C1=CC=CC=C1)C1=CC=CC=C1